5-[(5'S,7a'R)-3'-oxo-5'-phenyltetrahydro-1H,3'H-spiro[piperidine-4,2'-pyrrolo[2,1-b][1,3]thiazol]-1-yl][1,2,4]triazolo[1,5-c]pyrimidine-8-carbonitrile O=C1N2[C@H](SC13CCN(CC3)C3=NC=C(C=1N3N=CN1)C#N)CC[C@H]2C2=CC=CC=C2